9-methyl-8-(2-nitro-5-{2-[tris(propan-2-yl)silyl]ethynyl}pyridin-3-yl)-2,5-dioxa-8-azaspiro[3.5]nonane CC1N(CCOC12COC2)C=2C(=NC=C(C2)C#C[Si](C(C)C)(C(C)C)C(C)C)[N+](=O)[O-]